OC1(CC(C1)N(C(OC(C)(C)C)=O)C)C1=C(C=CC=C1)C tert-Butyl (3-hydroxy-3-(o-tolyl)cyclobutyl)(methyl)carbamate